7-fluoro-6-[[5-fluoro-3-(2,2,2-trifluoroethoxy)-2-pyridyl]oxy]-1-methyl-N-(4-methyl-1,1-dioxo-thian-4-yl)imidazo[4,5-c]pyridine-2-carboxamide FC=1C2=C(C=NC1OC1=NC=C(C=C1OCC(F)(F)F)F)N=C(N2C)C(=O)NC2(CCS(CC2)(=O)=O)C